[N+](=O)([O-])C1=CC=C(C=C1)OC(=O)C1=CC2=C(S1)C=CC(=C2)C(F)(F)P(=O)(OC=2C=NC=CC2)OCCSC(CCC)=O.CN2CCN(CC2)CC2=CC=C(N)C=C2C(F)(F)F 4-(4-methylpiperazin-1-yl)methyl-5-(trifluoromethyl)aniline 4-nitrophenyl-5-(((2-(butyrylthio)ethoxy)(pyridin-3-yloxy)phosphoryl)difluoromethyl)benzo[b]thiophene-2-carboxylate